CC1=NC(=CC(=N1)N1CCN(CC1)S(=O)(=O)C1=CC=C(C=C1)NC(C)=O)OCCC N-(4-((4-(2-methyl-6-propoxypyrimidin-4-yl)piperazin-1-yl)sulfonyl)phenyl)acetamide